CN1CCN(CC1)C(C)N (4-methylpiperazin-1-yl)ethanamine